2-[methyl-[4-(o-tolyl)-2-oxo-pyrano[2,3-b]pyridin-7-yl]amino]acetic acid CN(CC(=O)O)C1=CC=C2C(=N1)OC(C=C2C2=C(C=CC=C2)C)=O